CN1C[C@@H](CCC1)NC1=NN=C(C2=CC=C(C=C12)C(F)(F)F)C1=C(C=C(C=C1)C(F)(F)F)O (R)-2-(4-((1-methylpiperidin-3-yl)amino)-6-(trifluoromethyl)phthalazin-1-yl)-5-(trifluoromethyl)phenol